1-(3-(5-((3-fluorophenyl)ethynyl)pyridin-2-yl)-1,2,4-oxadiazol-5-yl)-N,N-dimethylcyclopropanamine FC=1C=C(C=CC1)C#CC=1C=CC(=NC1)C1=NOC(=N1)C1(CC1)N(C)C